FCCNC1=NC=CC(=N1)OC1CN(CC1)CC(=O)N 2-(3-((2-((2-fluoroethyl)amino)pyrimidin-4-yl)oxy)pyrrolidin-1-yl)acetamide